C(C)(C)(C)C1=C(OCC(=O)NC2=CC=C(C=C2)S(N)(=O)=O)C=CC=C1 2-(2-(tert-butyl)phenoxy)-N-(4-sulfamoylphenyl)acetamide